ClC1=NC=C(C(=O)NOCC)C(=C1)NC1=C(C(=CC=C1)C1=NC=CN=C1)OC 6-chloro-N-ethoxy-4-((2-methoxy-3-(pyrazin-2-yl)phenyl)amino)nicotinamide